Cl.Cl.C(C)(=O)C=1C(=CC2=C(OCO2)C1)C(C(=O)N)N1CCNCC1 (6-acetylbenzo[d][1,3]dioxol-5-yl)-2-(piperazin-1-yl)acetamide dihydrochloride